FC=1C=C(C=CC1NC(=O)C1=C(CCC1)C(=O)O)C1=CC(=CC=C1)OC 2-({3-fluoro-3'-methoxy[1,1'-biphenyl]-4-yl}carbamoyl)cyclopent-1-ene-1-carboxylic acid